NCC(CN1N=CN(C1=O)C1=C(C=C(C=N1)C#CC1=CC=2OCC(NC2N=C1)=O)C)=C(F)F 7-[2-[6-[1-[2-(aminomethyl)-3,3-difluoro-allyl]-5-oxo-1,2,4-triazol-4-yl]-5-methyl-3-pyridinyl]ethynyl]-4H-pyrido[3,2-b][1,4]oxazin-3-one